N-[(3S)-1-[[3-(trifluoromethyl)phenyl]methyl]-3-piperidyl]prop-2-enamide FC(C=1C=C(C=CC1)CN1C[C@H](CCC1)NC(C=C)=O)(F)F